CC1=NC(=CC(=N1)NC1=NC=C(C(=O)NC([2H])([2H])[2H])C(=C1)NC1=CC=CC2=C1OCC=1C2=NN(C1)C)C 6-((2,6-dimethylpyrimidin-4-yl)amino)-N-(methyl-d3)-4-((2-methyl-2,4-dihydrochromeno[4,3-c]pyrazol-6-yl)amino)nicotinamide